ClC=1C=C(C=C(C1)Cl)C1=NC(=CC(=C1)CN1CCC(CC1)COC(NC)=O)OC=1C=NC(=NC1)N1CCN(CC1)CCCS(=O)(=O)C (1-((2-(3,5-dichloro-phenyl)-6-((2-(4-(3-(methylsulfonyl)propyl) piperazin-1-yl)pyrimidin-5-yl)oxy)pyridin-4-yl)methyl)piperidin-4-yl)methylmethyl-carbamate